hexadecane-4,11-diol CCCC(CCCCCCC(CCCCC)O)O